N1(C=NC=C1)C(=O)N1C=NC=C1 di(1H-imidazol-1-yl)methanone